5-Chloro-1-hydroxy-4-(4-methylphenyl)-1H-imidazole-2-carbonitrile ClC1=C(N=C(N1O)C#N)C1=CC=C(C=C1)C